C12CN(CC(CCC1)N2)C=2OC1=C(N2)C(=CC=C1C=1SC=CN1)C(C)O 1-(2-(3,9-diazabicyclo[3.3.1]nonan-3-yl)-7-(thiazol-2-yl)benzo[d]oxazol-4-yl)ethan-1-ol